C1=CC2C3C(C1C2=O)C=CC3=O dicyclopentadienone